NC=1C2=C(N=CN1)N(C(=C2C2=CC(=C(C=C2)OC2CC2)OC)C#CC2CN(C2)[C@H]2[C@H](CN(CC2)C(C=C)=O)O)C 1-((3S,4R)-4-(3-((4-amino-5-(4-cyclopropoxy-3-methoxyphenyl)-7-methyl-7H-pyrrolo[2,3-d]pyrimidin-6-yl)ethynyl)azetidin-1-yl)-3-hydroxypiperidin-1-yl)prop-2-en-1-one